6H-imidazo[1,2-c]Pyrimidine-2-carboxamide N=1C(=CN2CNC=CC21)C(=O)N